O1CC(C1)N1CC(C1)C(=O)N 1-(oxetan-3-yl)azetidin-3-carboxamide